FC(C(=O)O)(F)F.CC=1C=CC=C2C(NC=NC12)=O 8-methylquinazolin-4(3H)-one trifluoroacetate